N-[(2S)-1-Hydroxy-3-methylbutan-2-yl]-2-(1-methyl-1H-pyrazol-4-yl)-6-[4-(trifluoromethoxy)phenyl]pyrimidin OC[C@H](C(C)C)N1C(N=CC=C1C1=CC=C(C=C1)OC(F)(F)F)C=1C=NN(C1)C